N-(3-(7-chloro-1-(2,6-dioxopiperidin-3-yl)-1H-indazol-6-yl)prop-2-yn-1-yl)-5-(8-(7-isopropyl-1,3-dimethyl-2-oxo-2,3-dihydro-1H-benzo[d]imidazol-5-yl)isoquinolin-3-yl)picolinamide ClC=1C(=CC=C2C=NN(C12)C1C(NC(CC1)=O)=O)C#CCNC(C1=NC=C(C=C1)C=1N=CC2=C(C=CC=C2C1)C1=CC2=C(N(C(N2C)=O)C)C(=C1)C(C)C)=O